(2,3-Dimethyl-6-nitrophenyl)dimethylphosphine oxide CC1=C(C(=CC=C1C)[N+](=O)[O-])P(C)(C)=O